N-{1,6-dimethylpyrazolo[4,3-b]pyridin-5-yl}-N-(4-iodo-2,5-dimethylphenyl)but-2-ynamide CN1N=CC2=NC(=C(C=C21)C)N(C(C#CC)=O)C2=C(C=C(C(=C2)C)I)C